ClC1=C(C=CC(=C1)C#N)C=1C=CC(=C2C=CC=NC12)C[C@@H](C(=O)O)NC(C1=C(C=C(C=C1F)CC(C)O)F)=O (2S)-3-(8-(2-chloro-4-cyanophenyl)quinolin-5-yl)-2-(2,6-difluoro-4-(2-hydroxypropyl)benzoylamino)propionic acid